Cl.ClCC1=CC=NC=C1 4-(Chloromethyl)pyridine HCl